diphenylpropylamine C1(=CC=CC=C1)C(CCN)C1=CC=CC=C1